2-FORMYL-6H-FURO[2,3-B]PYRROLE-5-CARBOXYLIC ACID C(=O)C1=CC2=C(NC(=C2)C(=O)O)O1